OCCCSC1=C(C(=O)O)C=CC=C1 2-(3-hydroxypropylthio)benzoic acid